ClC=1C(=C(C=CC1)C=1CCCC2=C(C1C1=CC=C(C=C1)CC1CN(C1)CCCF)C=CC(=C2)C(=O)O)OC(F)(F)F 8-(3-chloro-2-(trifluoromethoxy)phenyl)-9-(4-((1-(3-fluoropropyl)azetidin-3-yl)methyl)phenyl)-6,7-dihydro-5H-benzo[7]annulene-3-carboxylic acid